[Br-].C(CCC)[P+](CCCCCC)(CCCC)CCCC Tributylhexylphosphonium bromide